7-(2,3-dihydro-1H-imidazo[1,5-a]imidazol-7-yl)-2-[3-(6-methyl-2-pyridyl)-1H-pyrazol-4-yl]-1,5-naphthyridine N1C=2N(CC1)C=NC2C2=CN=C1C=CC(=NC1=C2)C=2C(=NNC2)C2=NC(=CC=C2)C